2-[3-(3-fluorophenyl)ureido]-4-fluoro-N-(2-amino-ethyl)benzamide FC=1C=C(C=CC1)NC(NC1=C(C(=O)NCCN)C=CC(=C1)F)=O